Cl.C(C)OC[C@H](CC1=CC=C(C=C1)OCC#C)N1C=NC=2C(=NC=3C=CC=CC3C21)N (S)-1-(1-ethoxy-3-(4-(prop-2-yn-1-yloxy)phenyl)prop-2-yl)-1H-imidazo[4,5-c]Quinolin-4-amine hydrochloride